2-(phenethylsulfanyl)benzo[d]oxazole C(CC1=CC=CC=C1)SC=1OC2=C(N1)C=CC=C2